2-((2S)-1-Acryloyl-4-(7-(indolin-1-yl)-2-(3-morpholinoazetidin-1-yl)-5,6,7,8-tetrahydroquinazolin-4-yl)piperazin-2-yl)acetonitrile C(C=C)(=O)N1[C@H](CN(CC1)C1=NC(=NC=2CC(CCC12)N1CCC2=CC=CC=C12)N1CC(C1)N1CCOCC1)CC#N